Ethyl-7-nitro-4-(trifluoromethyl)quinoline C(C)C1=NC2=CC(=CC=C2C(=C1)C(F)(F)F)[N+](=O)[O-]